6-fluoro-4-oxo-1-(1,2,4-thiadiazol-5-yl)-1,4-dihydro-1,8-naphthyridine-3-carboxylic acid FC=1C=C2C(C(=CN(C2=NC1)C1=NC=NS1)C(=O)O)=O